3-[3-(aminomethyl)-4-methyl-2-azabicyclo[3.1.1]heptane-2-carbonyl]-4-(2H-1,2,3-triazol-2-yl)benzonitrile NCC1N(C2CC(C1C)C2)C(=O)C=2C=C(C#N)C=CC2N2N=CC=N2